FC1(CC(C1)(O)CNCC=1C=C(C2=C(N=C(O2)C=2C=C(C=CC2)C2=C(C=C(C=C2)F)C2=NN=CN2C)C1)C(F)(F)F)F 3,3-Difluoro-1-((((2-(4'-fluoro-2'-(4-methyl-4H-1,2,4-triazol-3-yl)-[1,1'-biphenyl]-3-yl)-7-(trifluoromethyl)benzo[d]oxazol-5-yl)methyl)amino)methyl)cyclobutan-1-ol